ClC1=CC=C(C=C1)C1=CC(=NC(=N1)C=1C=NC=CC1)N1CC(NCC1)=O 4-(6-(4-chlorophenyl)-2-(pyridin-3-yl)pyrimidin-4-yl)piperazin-2-one